1-((4-oxo-3,4-dihydroquinazolin-2-yl)methyl)-N-phenylpyrrolidine-2-carboxamide O=C1NC(=NC2=CC=CC=C12)CN1C(CCC1)C(=O)NC1=CC=CC=C1